1-cyclopentyl-7-(1-(2,2-difluoroethyl)-1H-pyrazol-4-yl)-3-methyl-8-(1-methyl-1H-indazol-5-yl)-3,6-dihydroimidazo[4,5-d]pyrrolo[2,3-b]pyridin-2(1H)-one C1(CCCC1)N1C(N(C=2C1=C1C(=NC2)NC(=C1C=1C=C2C=NN(C2=CC1)C)C=1C=NN(C1)CC(F)F)C)=O